1-Ethyl-3-iodo-5-(2,2,2-trifluoroethyl)-1,5-dihydro-4H-pyrazolo[4,3-c]pyridin-4-one C(C)N1N=C(C=2C(N(C=CC21)CC(F)(F)F)=O)I